(1S,2S)-2-(((tert-butyldiphenylsilyl)oxy)methyl)cyclohexan-1-ol [Si](C1=CC=CC=C1)(C1=CC=CC=C1)(C(C)(C)C)OC[C@H]1[C@H](CCCC1)O